ClC1=CC=C(CN2C3(CN(C3)C3=NC=C(N=C3)Cl)C(N(CC2=O)C(C)C)=O)C=C1 5-(4-chlorobenzyl)-2-(5-chloropyrazin-2-yl)-8-isopropyl-2,5,8-triazaspiro[3.5]nonane-6,9-dione